2-(4-((3,6-dimethoxy-9H-carbazol-9-yl)methyl)phenyl)ethylboronic acid COC=1C=CC=2N(C3=CC=C(C=C3C2C1)OC)CC1=CC=C(C=C1)CCB(O)O